3-(3-bromophenyl)-4,4,4-trifluorobutenoic acid BrC=1C=C(C=CC1)C(=CC(=O)O)C(F)(F)F